erucic ACID C(CCCCCCCCCCC\C=C/CCCCCCCC)(=O)O